FC=1C=C2C(C=CN(C2=NC1N1C(N(C2=NC=CC(=C21)OCC(=C)C)COCC[Si](C)(C)C)=O)[C@@H](C)CC[C@H](C)O)=O 6-fluoro-1-((2S,5S)-5-hydroxyhexan-2-yl)-7-(7-((2-methylallyl)-oxy)-2-oxo-3-((2-(trimethylsilyl)ethoxy)methyl)-2,3-dihydro-1H-imidazo[4,5-b]pyridin-1-yl)-1,8-naphthyridin-4(1H)-one